4-amino-3-(4-phenoxyphenyl)-1-[(3R)-1-(2,3-dihydroxypropionyl)-3-piperidinyl]imidazo[4,5-c]pyridin-2-one NC1=NC=CC2=C1N(C(N2[C@H]2CN(CCC2)C(C(CO)O)=O)=O)C2=CC=C(C=C2)OC2=CC=CC=C2